FC1=C(C=CC=C1C#C[Si](C)(C)C)C(C)=O 1-{2-fluoro-3-[2-(trimethylsilyl)ethynyl]phenyl}ethan-1-one